ClC1=C(C=C2C(C(NC2=C1)=O)=C(O)C1=CC(=CC(=C1)F)F)C1=CC=C(C=C1)C1CC(C1)O 6-chloro-3-[(3,5-difluorophenyl)-hydroxy-methylene]-5-[4-(3-hydroxycyclobutyl)phenyl]indolin-2-one